(E)-N'-benzylidene-1-methyl-4-oxo-1,4-dihydroquinoline-3-carbohydrazide C(/C1=CC=CC=C1)=N\NC(=O)C1=CN(C2=CC=CC=C2C1=O)C